C[Na].S(=O)(=O)(O)C(C(=O)O)CCCCCCCCCCCC α-sulfomyristic acid methyl-sodium salt